ClC1=CC2=C(N(C(C(N2C)=O)=O)C2CCN(CC2)C2=NC=C(C=N2)C(=O)NCC2CCC2)N=C1 2-(4-(7-chloro-1-methyl-2,3-dioxo-2,3-dihydropyrido[2,3-b]pyrazin-4(1H)-yl)piperidine-1-yl)-N-(cyclobutylmethyl)pyrimidine-5-carboxamide